tert-butyl (4-(1-(4-bromo-2-fluorobenzoyl)-5-(pyridin-2-yl)-4,5-dihydro-1H-pyrazol-3-yl)phenyl)carbamate BrC1=CC(=C(C(=O)N2N=C(CC2C2=NC=CC=C2)C2=CC=C(C=C2)NC(OC(C)(C)C)=O)C=C1)F